3',5',7-trihydroxy-dihydroflavone OC=1C=C(C2OC3=CC(=CC=C3C(C2)=O)O)C=C(C1)O